C(#N)C1(CC1)NS(=O)(=O)C=1C=C(C=2N(C1)C(=CN2)C=2SC(=NN2)C(F)F)N2C[C@H](OC[C@@H]2C)CO N-(1-cyanocyclopropyl)-3-(5-(difluoromethyl)-1,3,4-thiadiazol-2-yl)-8-((2S,5S)-2-(hydroxymethyl)-5-methylmorpholino)imidazo[1,2-a]pyridine-6-sulfonamide